O[C@H]1[C@H](O[C@@]2([C@@H](CCO2)NC(=O)C=2C(=CC=CC2)C2=CC=CC=C2)[C@@H]([C@H]1N1N=NC(=C1)C1=CC(=C(C(=C1)F)F)F)O)CO N-((4R,5S,7R,8R,9S,10R)-8,10-dihydroxy-7-(hydroxymethyl)-9-(4-(3,4,5-trifluorophenyl)-1H-1,2,3-triazol-1-yl)-1,6-dioxaspiro[4.5]decan-4-yl)-[1,1'-biphenyl]-2-carboxamide